[OH-].C[N+]1(CC(CC(C1)C)C)C 1,1,3,5-tetramethylpiperidinium hydroxide